rac-5-((1S,2R)-2-Aminocyclobutoxy)-2-methyl-N-(1-(naphthalen-1-yl)cyclopropyl)benzamide N[C@H]1[C@H](CC1)OC=1C=CC(=C(C(=O)NC2(CC2)C2=CC=CC3=CC=CC=C23)C1)C |r|